BrC1=CC=C(C(=N1)C)O[C@@H]1C[C@H](CCC1)C(=O)OC methyl (1S,3S)-3-((6-bromo-2-methylpyridin-3-yl)oxy)cyclohexane-1-carboxylate